hexa-2,4-diene-1,6-diol C(C=CC=CCO)O